CC12CC3(CC(CC(C1)(C3)C)(C2)CCCNCCS(=O)(=O)O)CN2N=CC(=C2C)C=2C(=NC=CC2)C(=O)O 3-{1-[(3,5-dimethyl-7-{3-[(2-sulfoethyl)amino]propyl}tricyclo[3.3.1.13,7]decan-1-yl)methyl]-5-methyl-1H-pyrazol-4-yl}pyridine-2-carboxylic acid